N-{4-[5-chloro-3-(pyridin-2-yl)-1H-pyrrolo[3,2-b]pyridin-2-yl]pyridin-2-yl}-4,4-difluoro-2-(4-fluorophenyl)butanamide ClC1=CC=C2C(=N1)C(=C(N2)C2=CC(=NC=C2)NC(C(CC(F)F)C2=CC=C(C=C2)F)=O)C2=NC=CC=C2